(2-{[1-(5-fluoropyridin-2-yl)ethyl]amino}-1,3-thiazol-5-yl)[(3R)-3-methyl[1,4'-bipiperidine]-1'-yl]methanone FC=1C=CC(=NC1)C(C)NC=1SC(=CN1)C(=O)N1CCC(CC1)N1C[C@@H](CCC1)C